ClC=1C=CC(=C(C1)C1=NN(C=C1NC(=O)C=1C=NN2C1N=CC=C2)CC(C)(C)O)OC2CC2 N-(3-(5-chloro-2-cyclopropoxyphenyl)-1-(2-hydroxy-2-methylpropyl)-1H-pyrazol-4-yl)pyrazolo[1,5-a]pyrimidine-3-carboxamide